The molecule is a gamma-amino acid having a gamma-vinyl GABA structure. It is an irreversible inhibitor of gamma-aminobutyric 664 acid transaminase It has a role as an anticonvulsant and an EC 2.6.1.19 (4-aminobutyrate--2-oxoglutarate transaminase) inhibitor. C=CC(CCC(=O)O)N